2-ethoxy-6-(2-methyl-2H-indazol-5-yl)-8-(6-(trifluoromethyl)pyridin-3-yl)-1,6-naphthyridin-7(6H)-one C(C)OC1=NC2=C(C(N(C=C2C=C1)C1=CC2=CN(N=C2C=C1)C)=O)C=1C=NC(=CC1)C(F)(F)F